C(C)(C)(C)OC(=O)N1C[C@@H]2C([C@@H]2C1)CNCC (1R,5S,6r)-6-[(ethylamino)methyl]-3-azabicyclo[3.1.0]Hexane-3-carboxylic acid tert-butyl ester